N1(CCCC1)C1=CC=C2C=CC(OC2=C1)=O 7-(1-pyrrolidinyl)coumarin